C(C)(=O)N(C1=C(C=C(C=C1)C1=CC=C(C=N1)C(=O)NCC=1C(=NC=CC1)C)Cl)CC(C)C 6-[4-[acetyl-(isobutyl)amino]-3-chloro-phenyl]-N-[(2-methyl-3-pyridyl)methyl]pyridine-3-carboxamide